5-(2-Fluoro-4-(3-hydroxyl-3-methylazetidin-1-carbonyl)-6-methylphenyl)-3-(4-(4-methylpiperazin-1-yl)phenyl)-1H-pyrazolo[4,3-c]pyridazin-6(5H)-on FC1=C(C(=CC(=C1)C(=O)N1CC(C1)(C)O)C)N1N=C2C(=CC1=O)NN=C2C2=CC=C(C=C2)N2CCN(CC2)C